BrC1=C(C=CC=C1N(C1=CC=CC=C1)C1=CC=CC=C1)N(C1=CC2=CC=CC=C2C=C1)C1=CC=CC2=CC=CC=C12 2-bromo-N1-(naphthalen-1-yl)-N1-(naphthalen-2-yl)-N3,N3-diphenylbenzene-1,3-diamine